10-(4-(4-Amino-3-(4-phenoxyphenyl)-1H-pyrazolo[3,4-d]pyrimidin-1-yl)piperidin-1-yl)decan-1-ol NC1=C2C(=NC=N1)N(N=C2C2=CC=C(C=C2)OC2=CC=CC=C2)C2CCN(CC2)CCCCCCCCCCO